2-(difluoromethyl)benzimidazole [13C2]Pyruvate [13C]([13C](=O)C)(=O)O.FC(C=1NC2=C(N1)C=CC=C2)F